CN1N=CC2=CC=CC=C12 methyl-1H-indazol